4-((5-(3,4-dimethoxyphenyl)-1,2,4-oxadiazol-3-yl)methyl)benzoic acid COC=1C=C(C=CC1OC)C1=NC(=NO1)CC1=CC=C(C(=O)O)C=C1